C(#N)C=1C=C2CCN(C(C2=CC1)=O)[C@H](C(=O)NC1=CC=C(C(=O)O)C=C1)CC1=CC=CC=C1 (S)-4-(2-(6-cyano-1-oxo-3,4-dihydroisoquinolin-2(1H)-yl)-3-phenylpropanamido)benzoic acid